copper-silver-yttrium [Y].[Ag].[Cu]